C(C)(C)NC(O[C@H]1C[C@H](CC1)C=1NN=C(C1)NC(COC1=C(C(=C(C=C1)OC)O)C=O)=O)=O (1R,3S)-3-{5-[2-(2-formyl-3-hydroxy-4-methoxyphenoxy)acetamido]-2H-pyrazol-3-yl}cyclopentyl N-isopropylcarbamate